4,5-diacetyl-[1,4,5]-oxadiazepine C(C)(=O)N1C=COC=CN1C(C)=O